NC1=NC=CC(=C1Cl)OC1=C(C=C(C=C1)C=1C(=NN(C1)C1=CC=CC=C1)C(=O)N)F (4-((2-amino-3-chloropyridin-4-yl)oxy)-3-fluorophenyl)-1-phenyl-1H-pyrazole-3-carboxamide